5-(methoxymethoxy)-7b-methyl-1a,2,3,7b-tetrahydro-1H-cyclopropa[a]naphthalen COCOC=1C=C2CCC3C(C2=CC1)(C3)C